CN1C(=NC=C1)N1CCC(CC1)CN (1-(1-methyl-1H-imidazol-2-yl)piperidin-4-yl)methanamine